FC(C1=CC2=C(SC(=C2)C(=O)NN)C=C1)(F)F 5-(trifluoromethyl)benzo[b]thiophene-2-carbohydrazide